benzyl 2-((tert-butoxycarbonyl) (3-((tert-butoxycarbonyl) amino) propyl) amino)-6-hydroxycaproate C(C)(C)(C)OC(=O)N(C(C(=O)OCC1=CC=CC=C1)CCCCO)CCCNC(=O)OC(C)(C)C